2-Cyclopropyl-3-fluoro-6-methylisonicotinonitrile C1(CC1)C=1C(=C(C#N)C=C(N1)C)F